P(O)(O)O.CO[Si](OC)(OC)O.C(C)#N.C(C)#N bis(acetonitrile) trimethylsilicate phosphite